CN(CC(=O)N1CCC2=C(CC1)C(C1=CC=CC=C1C2=O)=O)C 3-(dimethylglycyl)-2,3,4,5-tetrahydro-1H-naphtho[2,3-d]azepine-6,11-dione